OP([O-])(=O)OP(=O)([O-])[O-].C(CCC)[N+](CCCC)(CCCC)CCCC.C(CCC)[N+](CCCC)(CCCC)CCCC.C(CCC)[N+](CCCC)(CCCC)CCCC.[K] Potassium tris(tetrabutylammonium) hydrogen pyrophosphate